C(CC)N1[C@H]2CCC3=C([C@@H]2C=2C=CC(=C(C2C1)OC)C)C=C(C(=C3)Cl)O (6aS,12bR)-(-)-N-propyl-4-methoxy-3-methyl-10-chloro-11-hydroxy-5,6,6a,7,8,12b-hexahydrobenzo[a]phenanthridine